C(CCC)C(CO)CCCCCC 2-butyl-1-octanol